N-[(3S)-9-fluoro-2-oxo-5-phenyl-1,3-dihydro-1,4-benzodiazepine-3-Yl]-2-(2-fluorophenyl)-6-(1-methylazetidin-3-yl)oxyimidazo[1,2-b]pyridazine-3-carboxamide FC1=CC=CC=2C(=N[C@@H](C(NC21)=O)NC(=O)C2=C(N=C1N2N=C(C=C1)OC1CN(C1)C)C1=C(C=CC=C1)F)C1=CC=CC=C1